CCOCCOCCOCCCC 3,6,9-trioxatridecane